CN1C(=CC2=C1N=CN=C2N)C(F)(F)F 7-METHYL-6-(TRIFLUOROMETHYL)-7H-PYRROLO[2,3-D]PYRIMIDIN-4-AMINE